CN1N=C(C=C1C1=C([C@H]2CC[C@@H]1O2)C(=O)NC2=CC=C(C(=O)OCC)C=C2)C(F)(F)F ethyl 4-((1R,4S)-3-(1-methyl-3-(trifluoromethyl)-1H-pyrazol-5-yl)-7-oxabicyclo[2.2.1]hept-2-ene-2-carboxamido)benzoate